O=C1NC=CC=2C(=CN=CC12)N1N=CC(=C1C(F)(F)F)C(=O)OCC ethyl 1-(8-oxo-7,8-dihydro-2,7-naphthyridin-4-yl)-5-(trifluoromethyl)-1H-pyrazole-4-carboxylate